FC1(C(C1)CC1=C(C=C(C(=N1)OC)N)F)F 6-[(2,2-difluorocyclopropyl)methyl]-5-fluoro-2-methoxy-pyridine-3-amine